ClC=1C(=NC(=NC1)NC=1C(=CC(=C(C1)NC(C=C)=O)N1CCC(CC1)N1CCN(CC1)C)OC)NC1=C(C=CC=C1)P(=O)(C)C N-(5-((5-chloro-4-((2-(dimethylphosphoryl)phenyl)amino)pyrimidin-2-yl)amino)-4-methoxy-2-(4-(4-methylpiperazin-1-yl)piperidin-1-yl)phenyl)acrylamide